C(#N)C1(CC1)N1N=NC(=C1)[C@H](C1=C2C=CC=NC2=CC=C1)NC=1C=C2C(=C(C=NC2=C(C1)C#N)C#N)NCC(C)(C)C (S)-6-(((1-(1-cyanocyclopropyl)-1H-1,2,3-triazol-4-yl)(quinolin-5-yl)methyl)amino)-4-(neopentylamino)quinoline-3,8-dicarbonitrile